[3-(hydroxymethyl)-4-methylphenyl]-3-(4-methyl-1-{3-[(oxacyclohex-2-yl)oxy]propyl}-1H-benzotriazol-5-yl)propionic acid ethyl ester C(C)OC(C(CC1=C(C2=C(N(N=N2)CCCOC2OCCCC2)C=C1)C)C1=CC(=C(C=C1)C)CO)=O